2-(2-guanidino-ethyl)-1'-((1s,4s)-4-isopropyl-cyclohexyl)-3-oxo-2,3-dihydro-1H-spiro[isoquinoline-4,4'-piperidin]-7-yl carbamate C(N)(OC1=CC=C2C(=C1)CN(C(C21CCN(CC1)C1CCC(CC1)C(C)C)=O)CCNC(=N)N)=O